fluorenyl-dimethylzirconium C1(=CC=CC=2C3=CC=CC=C3CC12)[Zr](C)C